nitroso-N-acetyl-penicillamine N(=O)N([C@@H](C(C)(C)S)C(=O)O)C(C)=O